CC(CC1C2C(C(C(C1)C2)(C)C)C)(C)O 2-methyl-1-(5,5,6-trimethylbicyclo[2.2.1]hept-2-yl)-2-propanol